BrC1=C(N=C(S1)[C@@H]1CC[C@H](CC1)NC(OC(C)C)=O)F trans-isopropyl N-[4-(5-bromo-4-fluoro-thiazol-2-yl)cyclohexyl]carbamate